O=C1N(C(C=C1)=O)CCOCCOCCOCCOCCC(=O)N[C@@H](C(C)C)C(N[C@@H](C)C(NC1=CC=C(C=C1)CO)=O)=O 1-(2,5-dioxo-2,5-dihydro-1H-pyrrol-1-yl)-N-[(1S)-1-{[(1S)-1-{[4-(hydroxymethyl)phenyl]carbamoyl}ethyl]carbamoyl}-2-methylpropyl]-3,6,9,12-tetraoxapentadecan-15-amide